C[N+]1=CC=CC=C1 1-Methylpyridinium